C(CCCCCCCCCCCCCCC)C(CCC(=O)[O-])CCCCCCCCCCCC(C)C 4-cetylisostearate